C(O)C(C(=O)O)(C)CO (dimethylol)propionic acid